phenyl-2-Phenylphenyl carbonate C(OC1=C(C(=CC=C1)C1=CC=CC=C1)C1=CC=CC=C1)([O-])=O